ClC=1C(=NC(=NC1)N[C@@H]1C[C@H]2CO[C@@H]([C@H]1O)O2)C=2C=C(C1=C(N(C(=N1)C1=CC=CC=C1)C(C)C)C2)F (1S,3R,4S,5R)-3-((5-chloro-4-(4-fluoro-1-isopropyl-2-phenyl-1H-benzo[d]imidazol-6-yl)pyrimidin-2-yl)amino)-6,8-dioxabicyclo[3.2.1]octan-4-ol